N(C(=O)N)C1=NC(=NC=C1)S UREIDOPYRIMIDYL THIOL